CC1(CC2[C@]3(CCC[C@@](CCC12)(C3)C)OC(CC)O)C (((1R,8S)-4,4,8-trimethyltricyclo[6.3.1.02,5]dodecanyl)oxy)propanol